N-(1-cyanocyclobutyl)-3-[(2R)-2-cyano-2-methyl-pyrrolidine-1-carbonyl]-8-methoxy-1-thiazol-5-yl-5,6-dihydropyrrolo[2,1-a]isoquinoline-9-carboxamide C(#N)C1(CCC1)NC(=O)C1=C(C=C2CCN3C(C2=C1)=C(C=C3C(=O)N3[C@@](CCC3)(C)C#N)C3=CN=CS3)OC